Cl.N[C@@H](C(=O)NCC(F)(F)F)C (R)-2-amino-N-(2,2,2-trifluoroethyl)propionamide hydrochloride